O[C@]1(C[C@H]2CC[C@H]3[C@@H]4C[C@@H]5[C@H]([C@@H]([C@]4(CC[C@@H]3[C@H]2CC1)C)C(CN1N=CC(=C1)C#N)=O)C5)C 1-(2-((2R,4aS,4bR,6aS,7S,7aR,8aR,9aS,9bR,11aR)-2-hydroxy-2,6a-dimethyloctadecahydro-1H-cyclopropa[b]chrysen-7-yl)-2-oxoethyl)-1H-pyrazole-4-carbonitrile